N-tetradecyl-2-(3-methoxy-4-tetrahydropyranyloxyphenyl)-3,5,7-tri-tetrahydropyranyloxylquinolin-4-one C(CCCCCCCCCCCCC)N1C(=C(C(C2=C(C=C(C=C12)OC1OCCCC1)OC1OCCCC1)=O)OC1OCCCC1)C1=CC(=C(C=C1)OC1OCCCC1)OC